5-(octylamino)-2-(t-butoxycarbonyl)-5-oxopentylphosphonic acid C(CCCCCCC)NC(CCC(CP(O)(O)=O)C(=O)OC(C)(C)C)=O